[(2R,3S)-3-fluoro-1-methyl-pyrrolidin-2-yl]methanol F[C@@H]1[C@H](N(CC1)C)CO